5-Chloro-3-(5-isopropylisoxazol-3-yl)-1-methyl-1H-pyrazole-4-carbaldehyde ClC1=C(C(=NN1C)C1=NOC(=C1)C(C)C)C=O